carbon nonaen-1-one C(C=CCCCCCC)=O.[C]